4-methyl-2-ethyl-phenylketone CC1=CC(=C(C=C1)C(=O)C1=C(C=C(C=C1)C)CC)CC